(9-(4-fluorobenzyl)-6-oxaspiro[4.5]decan-9-yl)-N-((3-methoxythiophen-2-yl)methyl)ethylamine FC1=CC=C(CC2(CCOC3(CCCC3)C2)N(CC=2SC=CC2OC)CC)C=C1